C(=O)=[Rh]Cl carbonyl-rhodium (I) chloride